6-Methoxy-o-hydroxycinnamic acid COC1=CC=CC(=C1C=CC(=O)O)O